1,2,3,4,5,6,7,8-octadeuterio-9-[7-(4,4,5,5-tetramethyl-1,3,2-dioxaborolan-2-yl)naphtho[1,2-b]benzofuran-5-yl]carbazole [2H]C1=C(C(=C(C=2C3=C(C(=C(C(=C3N(C12)C1=CC2=C(OC3=C2C(=CC=C3)B3OC(C(O3)(C)C)(C)C)C=3C=CC=CC13)[2H])[2H])[2H])[2H])[2H])[2H])[2H]